ClC=1C(=NC(=NC1)NC1=CC(=NC=C1)OC)C1=CC=C2CN(C(C2=C1)=O)[C@@H](C(=O)N[C@H](CO)C1=CC(=CC(=C1)OC)F)C (R)-2-(6-(5-chloro-2-((2-methoxypyridin-4-yl)amino)pyrimidin-4-yl)-1-oxoisoindolin-2-yl)-N-((S)-1-(3-fluoro-5-methoxyphenyl)-2-hydroxyethyl)propionamide